(7S)-7-((1H-imidazo[4,5-c]pyridin-1-yl)methyl)-7-methyl-1-oxa-3-azaspiro[4.5]decan-2-one N1(C=NC=2C=NC=CC21)C[C@@]2(CC1(CNC(O1)=O)CCC2)C